NC1=NC=2C=CC(=CC2C2=C1C=NN2C)C(=O)N2C(CC=CC2)C2=CC=C(C=C2)C(F)(F)F (4-amino-1-methyl-1H-pyrazolo[4,3-c]quinolin-8-yl)(2-(4-(trifluoromethyl)phenyl)-3,6-dihydropyridin-1(2H)-yl)methanone